C(CCC)NC1=NC(=C(C(=N1)N)CC1=C(C=CC=C1)OC)C butyl-5-(2-methoxybenzyl)-6-methylpyrimidine-2,4-diamine